BrC=1C2=C(C=NC1OC)C=NN2CC2=CC=C(C=C2)S(=O)(=O)N 4-((7-bromo-6-methoxy-1H-pyrazolo[4,3-c]pyridin-1-yl)methyl)benzenesulfonamide